1-(3-fluorophenyl)methanesulfonamide FC=1C=C(C=CC1)CS(=O)(=O)N